1-[(3R)-3-[3-[(1-methylpyrrolidin-3-yl)carbamoyl]phenyl]-3-[[(7S)-7-tert-butyl-5,6,7,8-tetrahydrothiazolo[5,4-b]quinoline-2-carbonyl]amino]propyl]piperidine-4-carboxylic acid CN1CC(CC1)NC(=O)C=1C=C(C=CC1)[C@@H](CCN1CCC(CC1)C(=O)O)NC(=O)C=1SC2=NC=3CC[C@@H](CC3C=C2N1)C(C)(C)C